N1=C2C(=NC=C1C1=CC[C@@H](CC1)N(C(=O)NC=1C(N(C=C(C1)C(F)(F)F)C)=O)C)NC=C2 R-1-(4-(5H-pyrrolo[2,3-b]pyrazin-2-yl)cyclohex-3-en-1-yl)-1-methyl-3-(1-methyl-2-oxo-5-(trifluoromethyl)-1,2-dihydropyridin-3-yl)urea